undecane-1,6-dienol C(=CCCCC=CCCCC)O